(S)-2-chloro-6-(1-(pyridin-3-yl)ethoxy)pyrazine ClC1=NC(=CN=C1)O[C@@H](C)C=1C=NC=CC1